4-methyl-5-(4-(trifluoromethyl)phenyl)oxazol-2-amine CC=1N=C(OC1C1=CC=C(C=C1)C(F)(F)F)N